C(C([2H])([2H])[2H])(C1(CC2=CC=CC=C2C1)C=1N=CNC1)([2H])[2H] 4-(2-(ethyl-d5)indan-2-yl)-1H-imidazole